C(C(C)C)C1=CC=C(C=C1)C(C(=O)NS(=O)(=O)C1=CC=C(C=C1)N1N=C(C=C1C1=CC=C(C=C1)C)C(F)(F)F)C 2-(4-isobutylphenyl)-N-((4-(5-(p-tolyl)-3-(trifluoromethyl)-1H-pyrazol-1-yl)phenyl)sulfonyl)propanamide